FC1(CCC(CC1)CN1C2CN(CC1C2)C2=CC=C(C=N2)C=2C=1N(C=C(N2)C=2C=NN(C2)C2CCC(CC2)=O)N=CC1C#N)F 4-[6-[6-[(4,4-difluorocyclohexyl)methyl]-3,6-diazabicyclo[3.1.1]heptan-3-yl]-3-pyridyl]-6-[1-(4-oxocyclohexyl)pyrazol-4-yl]pyrazolo[1,5-a]pyrazine-3-carbonitrile